(1R,2S)-2-aminocyclohexylcarbamic acid tert-butyl ester C(C)(C)(C)OC(N[C@H]1[C@H](CCCC1)N)=O